CN([C@@H]1CN(CC1)C1=C(C=C(C(=C1)OC)N)NC1=NC=CC(=N1)C1=CN(C2=CC=CC=C12)C)C 4-[(3S)-3-dimethylaminopyrrolidin-1-yl]-6-methoxy-N'-{4-(1-methylindol-3-yl)pyrimidin-2-yl}benzene-1,3-diamine